[Cl-].O1C=[NH+]C=C1 oxazolium chloride salt